C1(=C(C=CC=C1)C1=C(C2=C([Se]C3=C2C=CC=C3)C=C1)C1=NC=CC=C1)C1=CC=CC=C1 [(biphenylyl)dibenzoselenophenyl]pyridine